trans-8-((4-((4-fluorophenyl)((tetrahydrofuran-3-yl)methyl)amino)cyclohexyl)(methyl)amino)-5-methyl-6-oxo-5,6-dihydro-1,5-naphthyridine-2,7-dicarbonitrile FC1=CC=C(C=C1)N([C@@H]1CC[C@H](CC1)N(C1=C(C(N(C=2C=CC(=NC12)C#N)C)=O)C#N)C)CC1COCC1